(7-(4-(4-(benzo[b]thiophen-4-yl)piperazin-1-yl)butoxy)quinolin-2-yloxy)methyl diisobutylcarbamate C(C(C)C)N(C(OCOC1=NC2=CC(=CC=C2C=C1)OCCCCN1CCN(CC1)C1=CC=CC=2SC=CC21)=O)CC(C)C